FC1([C@H](CN(CC1)C1=C(C(=O)N)C(=C(C=N1)C(F)(F)F)C([2H])([2H])[2H])C)F (S)-2-(4,4-difluoro-3-methylpiperidin-1-yl)-4-(methyl-d3)-5-(trifluoromethyl)nicotinamide